4-(2-{[(2R,7aS)-2-fluoro-hexahydropyrrolizin-7a-yl]methoxy}-5-{4-azaspiro[2.4]heptan-4-yl}pyrido[4,3-d]pyrimidin-7-yl)-6-fluoro-5-[2-(triisopropylsilyl)ethynyl]naphthalen-2-ol F[C@@H]1C[C@@]2(CCCN2C1)COC=1N=CC2=C(N1)C=C(N=C2N2C1(CC1)CCC2)C2=CC(=CC1=CC=C(C(=C21)C#C[Si](C(C)C)(C(C)C)C(C)C)F)O